2,N-dicyclohexyl-2-[2-(3-fluoro-4-methoxy-phenyl)-benzimidazol-1-yl]-acetamide C1(CCCCC1)C(C(=O)NC1CCCCC1)N1C(=NC2=C1C=CC=C2)C2=CC(=C(C=C2)OC)F